FC1=C(C(=C(C=C1C1=NN(C2=C1C=NC(=C2)N(C2COCC2)C)C)C(F)(F)F)F)O 2,6-Difluoro-3-(1-methyl-6-(methyl(tetrahydrofuran-3-yl)amino)-1H-pyrazolo[4,3-c]pyridin-3-yl)-5-(trifluoromethyl)phenol